ClC=1C=CC=C2C(C=C(OC12)C1=C(OCCCNC(CC(=O)O)C)C=C(C=C1)C(F)(F)F)=O 3-[3-[2-(8-chloro-4-oxo-chromen-2-yl)-5-(trifluoromethyl)phenoxy]propylamino]butanoic acid